N-(1-(7-Methoxyquinolin-5-yl)cyclopropyl)-2-methyl-5-(pyridin-4-yloxy)benzamide COC1=CC(=C2C=CC=NC2=C1)C1(CC1)NC(C1=C(C=CC(=C1)OC1=CC=NC=C1)C)=O